NC1=NC=C(C=N1)C#CC=1C(=C(C=CC1F)NS(=O)(=O)C=1C=2C=NN(C2C=C(C1)Cl)C)F N-(3-((2-aminopyrimidin-5-yl)ethynyl)-2,4-difluorophenyl)-6-chloro-1-methyl-1H-indazole-4-sulfonamide